5-(3-(4-amino-5-fluoro-2-hydroxy-3-nitrophenyl)-3-oxoprop-1-en-1-yl)picolinonitrile NC1=C(C(=C(C=C1F)C(C=CC=1C=CC(=NC1)C#N)=O)O)[N+](=O)[O-]